NC[C@H]1NC([C@H](SCC1)C1=C(C=C(C=C1)OC1=CC=C(C=C1)Cl)OC)=O (2R,5S)-5-(aminomethyl)-2-[4-(4-chlorophenoxy)-2-methoxy-phenyl]-1,4-thiazepan-3-one